(7S)-2-Benzyl-3-[(1,1-dioxo-1λ6-thian-4-yl)methyl]-7-methyl-3H,6H,7H,8H,9H-imidazo[4,5-f]chinolin C(C1=CC=CC=C1)C=1N(C=2C(=C3CC[C@@H](NC3=CC2)C)N1)CC1CCS(CC1)(=O)=O